ClC1=C(C=C(C=C1N1[C@H](CNCC1)C)C#N)NC1=NC=2N(C(=N1)NCC(F)F)N=CC2C#N (S)-2-((2-chloro-5-cyano-3-(2-methylpiperazin-1-yl)phenyl)amino)-4-((2,2-difluoroethyl)amino)pyrazolo[1,5-a][1,3,5]triazine-8-carbonitrile